5-Ethyl-5,6,7,8-tetrahydro-2,7-naphthyridine-3-carboxylic acid ethyl ester C(C)OC(=O)C=1N=CC=2CNCC(C2C1)CC